C(#C)C=1C(=NC=C(C1)F)C#N 3-ethynyl-5-fluoropyridine-2-carbonitrile